3-(4-((7-Fluoroquinazolin-4-yl)amino)butyl)-1,3-diazaspiro[4.4]nonane-2,4-dione FC1=CC=C2C(=NC=NC2=C1)NCCCCN1C(NC2(C1=O)CCCC2)=O